COC1=CC=C(C=C1)C1CC(NN1)=C1C(N(C(N(C1=O)C)=O)C)=O 5-(5-(4-methoxyphenyl)pyrazolidin-3-ylidene)-1,3-dimethylbarbituric acid